CC1=NOC(=C1C1=CC2=C(N(C(=N2)CC2=CC(=CC(=C2)C)F)C2CCC(CC2)C(=O)O)C=C1)C (1r,4r)-4-(5-(3,5-dimethylisoxazol-4-yl)-2-(3-fluoro-5-methylbenzyl)-1H-benzo[d]imidazol-1-yl)cyclohexane-1-carboxylic acid